ClC1=C(C=NC=C1O)C1=NN=C(S1)CN1C2(CC2)C(N(C1=O)CC(F)(F)F)=O 4-((5-(4-chloro-5-hydroxypyridin-3-yl)-1,3,4-thiadiazol-2-yl)methyl)-6-(2,2,2-trifluoroethyl)-4,6-diazaspiro[2.4]heptane-5,7-dione